O(C1=CC=CC=C1)C1=C(NC2=C(C(=O)O)C=CC=C2)C=CC=C1 2-(2-phenoxyanilino)benzoic acid